CN/C(=C/C(=O)OC)/C methyl (E)-3-(methylamino)but-2-enoate